2-(4-(3-cyclopropoxy-4-methoxybenzyl)-2-(2-isopropylphenyl)piperazin-1-yl)-7-azaspiro[3.5]nonane C1(CC1)OC=1C=C(CN2CC(N(CC2)C2CC3(C2)CCNCC3)C3=C(C=CC=C3)C(C)C)C=CC1OC